CC=1C=C(C(=O)C2=CC=C(C=C2)O)C=C(C1)C 3,5-dimethyl-p-hydroxybenzophenone